FC1(OC2=C(O1)C=CC(=C2)[C@H](C)OC=2C=C(C=NC2F)B(O)O)F [5-[(1S)-1-(2,2-difluoro-1,3-benzodioxol-5-yl)ethoxy]-6-fluoro-3-pyridinyl]boronic acid